6-(2-methylpyrimidin-5-yl)-N-((R)-1-phenylethyl)-2,3,4,9-tetrahydro-1H-carbazol-1-amine CC1=NC=C(C=N1)C=1C=C2C=3CCCC(C3NC2=CC1)N[C@H](C)C1=CC=CC=C1